N-(4-(7-(2-Cyano-3-methylbut-2-enamido)-1H-indol-3-yl)pyridin-2-yl)cyclopropancarboxamid C(#N)C(C(=O)NC=1C=CC=C2C(=CNC12)C1=CC(=NC=C1)NC(=O)C1CC1)=C(C)C